FC(C1=CC=CC(=N1)C(=O)NC=1C=C2C=NNC2=CC1C(=O)OC)(F)F methyl 5-(6-(trifluoromethyl) pyridinecarboxamido)-1H-indazole-6-carboxylate